CNCCCCCC(=O)[O-] N-methyl-6-aminocaproate